trans-N-{4-[2-[4-(2,3-dichlorophenyl)-piperazine-1-yl]-ethyl]-cyclohexyl}-N',N-dimethylurea chloride salt [Cl-].ClC1=C(C=CC=C1Cl)N1CCN(CC1)CC[C@@H]1CC[C@H](CC1)N(C(=O)NC)C